N-[1-[5-fluoro-2-(4-morpholinoanilino)pyrimidin-4-yl]-3-methyl-indol-5-yl]prop-2-enamide FC=1C(=NC(=NC1)NC1=CC=C(C=C1)N1CCOCC1)N1C=C(C2=CC(=CC=C12)NC(C=C)=O)C